5,6-dimethyl-2-aminobenzimidazole CC1=CC2=C(N=C(N2)N)C=C1C